(6R)-6-benzyloxy-12,12-dimethyl-17-nitro-6,15-bis(trifluoromethyl)-19-oxa-3,4,13,18-tetraazatricyclo[12.3.1.12,5]nonadeca-1(18),2,4,8,14,16-hexa-en-10-ol C(C1=CC=CC=C1)O[C@]1(C2=NN=C(C=3C(=CC(=C(NC(CC(C=CC1)O)(C)C)N3)C(F)(F)F)[N+](=O)[O-])O2)C(F)(F)F